CC1=CC=C(C=C1)N p-Methylphenylamin